COC(C(C)(C1=CC=CC=C1)N1N=CC=2C1=NC(=NC2Cl)N)=O 2-(6-amino-4-chloro-1H-pyrazolo[3,4-d]pyrimidin-1-yl)-2-phenylpropionic acid methyl ester